C(C)(C)(C)OC(=O)N1[C@@H]2[C@H](CCC1)CN(C2)C2=C1C(=C(NC1=C(C=C2F)C(=O)OCC)C)C (RS-cis)-6-(7-(ethoxycarbonyl)-5-fluoro-2,3-dimethyl-1H-indol-4-yl)octahydro-1H-pyrrolo[3,4-b]pyridine-1-carboxylic acid tert-butyl ester